C(C)(=O)NS(=O)(=O)C1=CC=C(C=C1)NC(=O)C1=NC(=CN=C1N)C1=CC=C(C=C1)C1NCCC1 N-(4-(N-acetylsulfamoyl)phenyl)-3-amino-6-(4-(pyrrolidin-2-yl)phenyl)pyrazine-2-carboxamide